7-(5-isobutyl-1H-pyrazol-4-yl)-N-(tetrahydro-2H-pyran-4-yl)-[1,2,4]triazolo[1,5-a]pyridin-2-amine C(C(C)C)C1=C(C=NN1)C1=CC=2N(C=C1)N=C(N2)NC2CCOCC2